8-(benzo[b]thiophen-6-ylsulfonyl)-5-chloro-3-hydroxyquinazoline-2,4(1H,3H)-dione S1C2=C(C=C1)C=CC(=C2)S(=O)(=O)C=2C=CC(=C1C(N(C(NC21)=O)O)=O)Cl